OCCOCCOCC#CC1=CC2=C(N(C(N2C)=O)C2C(NC(CC2)=O)=O)C=C1 3-[5-[3-[2-(2-Hydroxyethoxy)ethoxy]prop-1-ynyl]-3-methyl-2-oxo-benzimidazol-1-yl]piperidine-2,6-dione